C(C)(C)NCC1=NN2C(C(N1C)=O)=CC=C2 ((isopropylamino)methyl)-3-methylpyrrolo[2,1-f][1,2,4]triazin-4(3H)-one